[2-[1-(3,3-dimethylcyclohexyl) ethoxy]-2-methylpropyl] propionate C(CC)(=O)OCC(C)(C)OC(C)C1CC(CCC1)(C)C